(4-amino-2-((2-fluorophenyl)(hydroxy)methyl)-7-(pyrimidin-4-yl)pyrazolo[1,5-a]pyrazin-6-yl)benzonitrile NC=1C=2N(C(=C(N1)C1=C(C#N)C=CC=C1)C1=NC=NC=C1)N=C(C2)C(O)C2=C(C=CC=C2)F